ClC1=C(C=C(C=C1)F)C1N(C(C2=C3C=CC=NC3=CC(=C21)NC(C2=CC(=CC(=C2)C(F)(F)F)F)=O)=O)CC2=CC=C(C=C2)OC N-(3-(2-chloro-5-fluorophenyl)-2-(4-methoxybenzyl)-1-oxo-2,3-dihydro-1H-pyrrolo[3,4-f]quinolin-4-yl)-3-fluoro-5-(trifluoromethyl)benzamide